hydroperoxy-5,8,11,13-eicosatetraenoic acid CCCCCCC=CC=CCC=CCC=CCCC(C(=O)O)OO